(5Z)-5-(quinoxalin-6-ylmethylene)-1,3-thiazolidine-2,4-dione N1=CC=NC2=CC(=CC=C12)\C=C/1\C(NC(S1)=O)=O